2,2-Dipropyl-1-oxa-2-silacyclohexane C(CC)[Si]1(OCCCC1)CCC